C(C)(C)(C)OC(=O)NC1=NN2C(C(=NC(=C2)C=2C=NN(C2)C)O[C@H]2CCN(CCC2)C(=O)OC(C)(C)C)=C1 tert-butyl (4R)-4-[2-(tert-butoxycarbonylamino)-6-(1-methylpyrazol-4-yl)pyrazolo[1,5-a]pyrazin-4-yl]oxyazepane-1-carboxylate